C(OC[C@]1(O[C@H]([C@@H]2OC(O[C@@H]21)(C)C)C2=CC=C1C(=NC=NN12)N)C#N)(OCCOCCC)=O ((3aS,4R,6S,6aS)-6-(4-aminopyrrolo[2,1-f][1,2,4]triazin-7-yl)-4-cyano-2,2-dimethyltetrahydrofuro[3,4-d][1,3]dioxol-4-yl)methyl (2-propoxyethyl) carbonate